C(#C)[C@@]1([C@@H](O[C@@H]([C@H]1O)CO)N1C=NC=2C(=O)NC(N)=NC12)O 2'-α-ethynylguanosine